3-[1-(dibenzylamino)cyclopropyl]propanamide C(C1=CC=CC=C1)N(C1(CC1)CCC(=O)N)CC1=CC=CC=C1